1-benzyl-4-(2-methoxyphenyl)piperidin-4-ol C(C1=CC=CC=C1)N1CCC(CC1)(O)C1=C(C=CC=C1)OC